1-(trans-4-cyanotetrahydro-2H-pyran-3-yl)-3-((1-hydroxy-3,4-dihydro-1H-benzo[c][1,2]oxaborole-6-yl)amino)-1H-pyrazole-4-carboxamide C(#N)[C@H]1[C@@H](COCC1)N1N=C(C(=C1)C(=O)N)NC1=CCC2C(B(OC2)O)=C1